9H-Fluoren-9-yl (S)-N-benzyl-P-(2-bromophenyl)phosphonamidate C(C1=CC=CC=C1)N[P@](OC1C2=CC=CC=C2C=2C=CC=CC12)(=O)C1=C(C=CC=C1)Br